palladium-gold lead [Pb].[Au].[Pd]